5-(5-pyrimidinyl)indoline Methyl-2-((1R,5S,6R)-3-(7,7-difluoro-2-((S)-2-methylazetidin-1-yl)-6,7-dihydro-5H-cyclopenta[d]pyrimidin-4-yl)-3-azabicyclo[3.1.0]hexan-6-yl)acetate COC(CC1[C@@H]2CN(C[C@H]12)C=1C2=C(N=C(N1)N1[C@H](CC1)C)C(CC2)(F)F)=O.N2=CN=CC(=C2)C=2C=C1CCNC1=CC2